Cl.NC12CCC(CC1)(C2)C#N 4-aminobicyclo[2.2.1]heptane-1-carbonitrile hydrochloride